The molecule is an aldehydic acid anion resulting from the deprotonation of the carboxy group of (2Z,4E)-4-hydroxymuconic semialdehyde. It is a 6-oxo monocarboxylic acid anion and an aldehydic acid anion. It is a conjugate base of a (2Z,4E)-4-hydroxymuconic semialdehyde. C(=C\\C(=O)O)\\C(=O)/C=C/[O-]